5-chloro-4-(trifluoromethyl)-2-((2-(trimethylsilyl)ethoxy)methyl)pyridazin ClC=1C(=CN(NC1)COCC[Si](C)(C)C)C(F)(F)F